[Mn+2].[V+5] vanadium (V) manganese